Dimethylamino-Acetic Acid 5-[(Z)-4-chloro-benzoylimino]-2-(4-chloro-benzyl)-3-oxo-[1,2,4]thiadiazolidin-4-ylmethyl Ester ClC1=CC=C(C(=O)\N=C/2\N(C(N(S2)CC2=CC=C(C=C2)Cl)=O)COC(CN(C)C)=O)C=C1